2,4-dimethoxy-7-(trifluoromethyl)thieno[3,2-d]pyrimidine COC=1N=C(C2=C(N1)C(=CS2)C(F)(F)F)OC